O1CCN(CC1)CCN1C=NC2=CC=C(C=C2C1=O)C=1C=CC2=C(NC(=N2)NC(CC)=O)C1 N-(6-(3-(2-morpholinoethyl)-4-oxo-3,4-dihydroquinazolin-6-yl)-1H-benzo[d]imidazol-2-yl)propanamide